NC1=NN2C(C=C(C=C2)C=2C=C(C(=NC2)C)N2OCC[C@H]2C2=CC=CC=C2)=N1 (S)-N-(5-(2-amino-[1,2,4]triazolo[1,5-a]pyridin-7-yl)-2-methylpyridin-3-yl)-3-phenylisoxazolidine